2-Methyl-6-(4-methylpyridin-3-yl)-N-(pyridin-2-yl)-[1,2,4]triazolo[1,5-a]pyridine-8-carboxamide CC1=NN2C(C(=CC(=C2)C=2C=NC=CC2C)C(=O)NC2=NC=CC=C2)=N1